ONCC1=CC=C(C=C1)NC1=CC=C(C=C1)C1=CC=CC=C1 N-(4-((hydroxyamino)methyl)phenyl)-[1,1'-biphenyl]-4-amine